C(=O)(C(=O)O)C(C(=O)[O-])O Oxaloglycolate